O[C@]1(CN(OC1)C(=O)C=1N(C=C2N(C(N(C(C21)=O)C)=O)CC(C)C)CC2=C(C(=CC=C2)C)C)C (S)-5-(4-hydroxy-4-methylisoxazolidine-2-carbonyl)-1-isobutyl-3-methyl-6-(2,3-dimethylbenzyl)-1,6-dihydro-2H-pyrrolo[3,4-d]pyrimidine-2,4(3H)-dione